N-[1-[[2-chloro-5-[3-(cyclobutoxy)phenyl]phenyl]methyl]-2-[4-(4-methyl-1,2,4-triazol-3-yl)anilino]-2-oxo-ethyl]-2-methyl-pyrazole-3-carboxamide ClC1=C(C=C(C=C1)C1=CC(=CC=C1)OC1CCC1)CC(C(=O)NC1=CC=C(C=C1)C1=NN=CN1C)NC(=O)C=1N(N=CC1)C